C(C)N1N=CCC1C1=CC=CC=C1 ETHYL-5-PHENYL-4,5-DIHYDRO-1H-PYRAZOLE